3-(1-(2H-1,2,3-triazol-2-yl)cyclopropyl)-3-oxopropionitrile N=1N(N=CC1)C1(CC1)C(CC#N)=O